tert-butyl ((trans)-5-((triethylsilyl)oxy)piperidin-3-yl)carbamate C(C)[Si](O[C@H]1C[C@@H](CNC1)NC(OC(C)(C)C)=O)(CC)CC